4-hydroxy-N-[(1S)-1-[4-(4-methyl-1,3-thiazol-5-yl)phenyl]ethyl]-1-[(2R)-3-methyl-2-[3-(piperazin-1-yl)-1,2-oxazol-5-yl]butanoyl]pyrrolidine-2-carboxamide OC1CC(N(C1)C([C@H](C(C)C)C1=CC(=NO1)N1CCNCC1)=O)C(=O)N[C@@H](C)C1=CC=C(C=C1)C1=C(N=CS1)C